2-(4-cyclopropyl-6-methoxypyrimidin-5-yl)-N-(4-(5-fluoropyridin-2-yl)benzyl)-7H-purin-6-amine C1(CC1)C1=NC=NC(=C1C1=NC(=C2NC=NC2=N1)NCC1=CC=C(C=C1)C1=NC=C(C=C1)F)OC